N1=CC=C(C2=CC=CC=C12)NC1=CC(=C(C=C1)OC)C 4-(Quinolin-4-ylamino)-2-methylanisole